mono(2-ethyl-5-ethylhexyl) phthalate C(C=1C(C(=O)[O-])=CC=CC1)(=O)OCC(CCC(C)CC)CC